tert-butyl ethyl(3-(trifluoromethyl)bicyclo[1.1.1]pentan-1-yl)carbamate C(C)N(C(OC(C)(C)C)=O)C12CC(C1)(C2)C(F)(F)F